C(C)SC1=NC(=CC(=C1C(=O)NCC1=CC(=CC=C1)F)C)N(CC1=CC=NC=C1)C 2-Ethylsulfanyl-N-[(3-fluorophenyl)-methyl]-4-methyl-6-[methyl-(pyridin-4-yl-methyl)-amino]-pyridine-3-carboxylic acid amide